N-methoxy-N,2,2-trimethyl-pent-4-enamide CON(C(C(CC=C)(C)C)=O)C